FC(OC1=CC=C(C=C1)NC=1SC=C(N1)C=1SC=CN1)(F)F N-(4-trifluoromethoxyphenyl)-[2,4'-bithiazole]-2'-amine